FC1(CC1)C1=NNC(=N1)C1CC2(CN(C2)C(=O)N2CC3(C2)CC(C3)CC3=CC(=CC=C3)S(=O)(=O)C(F)(F)F)C1 [6-[3-(1-fluorocyclopropyl)-1H-1,2,4-triazol-5-yl]-2-azaspiro[3.3]heptan-2-yl]-[6-(3-triflylbenzyl)-2-azaspiro[3.3]heptan-2-yl]methanone